1-methyl-4-(4,4,5,5-tetramethyl-1,3,2-dioxaborolan-2-yl)-1H-pyrazole-3-carbaldehyde CN1N=C(C(=C1)B1OC(C(O1)(C)C)(C)C)C=O